(S)-2-(8-((2-bromoethoxy)carbonylamino)dibenzo[b,d]furan-3-sulfonamido)-3-methyl-butanoic acid BrCCOC(=O)NC=1C=CC2=C(C3=C(O2)C=C(C=C3)S(=O)(=O)N[C@H](C(=O)O)C(C)C)C1